C1(=C(C(=CC(=C1)C)C)S(=O)(=O)NC(CN1CCN(CC1)C1=NC=CC=C1)=O)C N-(mesitylenesulfonyl)-2-(4-(pyridin-2-yl)piperazin-1-yl)acetamide